ClC1=CC=CC=2N1N=C(C2)[C@@H]2N(CCC1=C2N=CN1)C(=O)C=1OC(=NN1)C1CC1 (R)-(4-(7-chloropyrazolo[1,5-a]pyridin-2-yl)-6,7-dihydro-1H-imidazo[4,5-c]pyridin-5(4H)-yl)(5-cyclopropyl-1,3,4-oxadiazol-2-yl)methanone